COC1=NC(=NN2C1=C(C=C2)C2=CC=1N(C=C2)N=CC1)N[C@@H]1CC[C@@H](CC1)OC 4-Methoxy-N-(cis-4-methoxycyclohexyl)-5-(pyrazolo[1,5-a]pyridin-5-yl)pyrrolo[2,1-f][1,2,4]triazin-2-amine